1,5-Di-isocyanato-2,2-dimethylpentan N(=C=O)CC(CCCN=C=O)(C)C